[C@H]1(CC[C@@H](CC1)C(=O)NC1=C2CN(C(C2=CC=C1)=O)C1C(N(C(CC1)=O)C(=O)OC(C)(C)C)=O)C(=O)NC1=C2CN(C(C2=CC=C1)=O)C1C(N(C(CC1)=O)C(=O)OC(C)(C)C)=O Di-tert-butyl 3,3'-(((cis-cyclohexane-1,4-dicarbonyl)bis(azanediyl))bis(1-oxoisoindoline-4,2-diyl))bis(2,6-dioxopiperidine-1-carboxylate)